CN([C@@H]1[C@H](CCCC1)N(C=1C=CC=C2C=CC(=NC12)C)C)CC1=NC(=CC=C1)C (1S,2S)-N1,N2-dimethyl-N1-((6-methylpyridin-2-yl)methyl)-N2-(2-methylquinolin-8-yl)cyclohexane-1,2-diamine